2-((1-(7-methyl-4-oxo-2-(4-phenylpiperazin-1-yl)-4H-pyrido[1,2-a]pyrimidin-9-yl)ethyl)amino)benzoic acid CC=1C=C(C=2N(C(C=C(N2)N2CCN(CC2)C2=CC=CC=C2)=O)C1)C(C)NC1=C(C(=O)O)C=CC=C1